1,3-bis-(2,6-dimethylphenyl)-2-iodoimidazolium tetrafluoroborate F[B-](F)(F)F.CC1=C(C(=CC=C1)C)N1C(=[N+](C=C1)C1=C(C=CC=C1C)C)I